(1S*,2R*,3R*,7S*,8R*)-4-isobutyl-1-isobutylaminocarbonyl-2-benzyl-4,10-diaza-9-oxo-tricyclo[5.3.1.03,8]undecane C(C(C)C)N1[C@@H]2[C@H]([C@]3(NC([C@@H]2[C@@H](CC1)C3)=O)C(=O)NCC(C)C)CC3=CC=CC=C3 |o1:5,6,7,10,11|